FC1=CC=CC(=N1)C1=C2N(C(=NC1=O)NC)C=CC(=C2)C(F)(F)F 4-(6-fluoropyridin-2-yl)-1-(methylamino)-6-(trifluoromethyl)-3H-pyrido[1,2-c]pyrimidin-3-one